C(C)(C)OC(=O)C=1N(C2=CC=CC=C2C1)C 1-methyl-1H-indole-2-carboxylic acid isopropyl ester